FC(OC=1C=C(CC#N)C=CC1)(F)F 3-(trifluoromethoxy)benzyl cyanide